C(C)(=O)N1CCN(CC1)C1=CC=C(C=C1)NC1=NC2=C(C=CC=C2C=N1)C=1C=CC=NC1 5-(2-((4-(4-acetylpiperazin-1-yl)phenyl)amino)quinazolin-8-yl)pyridin